4-fluoro-5-((5-(3-(5-(2-hydroxypropan-2-yl)-1H-pyrazol-3-yl)cyclopentyl)-1H-pyrazol-3-yl)amino)-1-(4-methoxybenzyl)-1,3-dihydrobenzo[c]isothiazole 2,2-dioxide FC1=C(C=CC=2N(S(CC21)(=O)=O)CC2=CC=C(C=C2)OC)NC2=NNC(=C2)C2CC(CC2)C2=NNC(=C2)C(C)(C)O